tetracyclo[4.4.0.12,3.17,10]dodecane C12C3C(CCC2C2CCC1C2)C3